C(CCC)OC(CCCCCCC=CC=CCC)OCCCC 13,13-dibutoxy-3,5-tridecadiene